ClC=1C(=NC=CC1C1=C(C(=CC=C1)C1=NC(=C(C=C1)C=O)OC)Cl)C1=CC(=C(CN(C(OC(C)(C)C)=O)C2CCOCC2)C=C1)OC tert-Butyl (4-(3-chloro-4-(2-chloro-3-(5-formyl-6-methoxypyridin-2-yl)phenyl)pyridin-2-yl)-2-methoxybenzyl)(tetrahydro-2H-pyran-4-yl)carbamate